C(C1=CC=CC=C1)OC(=O)N[C@H](C(=O)N[C@H](C(=O)OCC1=CC=CC=C1)CC1=CC=CC=C1)CC1=CC=CC=C1 (S)-benzyl 2-((S)-2-(((benzyloxy)carbonyl)amino)-3-phenylpropanamido)-3-phenylpropanoate